C(C1=CC=CC=C1)OC1=C(C(N(N=C1C)C)=O)C1=C(C(=CC=C1F)Cl)\C=C\C=1C=C2C=CNC2=CC1 5-benzyloxy-4-[3-chloro-6-fluoro-2-[(E)-2-(1H-indol-5-yl)ethenyl]phenyl]-2,6-dimethyl-pyridazin-3-one